N-(6-(6-cyanopyridin-3-yl)thiazolo[4,5-b]pyrazin-2-yl)-3-(2-methoxyphenyl)isonicotinamide C(#N)C1=CC=C(C=N1)C=1N=C2C(=NC1)N=C(S2)NC(C2=C(C=NC=C2)C2=C(C=CC=C2)OC)=O